ClC=1C=NC(=CC1SC1=CN=C(N=N1)N1CCC2([C@@H]([C@@H](OC2)C)N)CC1)C (3S,4S)-8-(6-((3-chloro-6-methylpyridin-4-yl)thio)-1,2,4-triazin-3-yl)-3-methyl-2-oxa-8-azaspiro[4.5]decan-4-amine